BrC1=CNC(C=2C(=CC(=NC12)C1=C(C=CC=C1F)F)NC1=NC=C(C=C1)N1CCC(CC1)O)=O 8-bromo-2-(2,6-difluorophenyl)-4-[[5-(4-hydroxy-1-piperidyl)-2-pyridyl]amino]-6H-1,6-naphthyridin-5-one